C(C)(C)(C)OC(=O)N1CC=C(CC1)C=1C=C2C(=NC(N(C2=CC1)C)=O)N[C@H](C)C1=CC(=CC(=C1)C(F)(F)F)[N+](=O)[O-] (R)-4-(1-methyl-4-((1-(3-nitro-5-trifluoromethylphenyl)ethyl)amino)-2-oxo-1,2-dihydroquinazolin-6-yl)-5,6-dihydropyridine-1(2H)-carboxylic acid tert-butyl ester